C1(=CCCC1)C=1OC(=CC1)C#C 2-(cyclopent-1-en-1-yl)-5-ethynyl-furan